CC1=CC(OC2=CC(=CC=C12)OCC1=CC=C(C(=O)NCCN(C(N)=O)CC=2SC=CC2)C=C1)=O 4-[(4-methyl-2-oxo-chromen-7-yl)oxymethyl]-N-[2-(2-thienylmethyl-carbamoylamino)ethyl]benzamide